N-(6-(7-((R)-1-(1H-tetrazol-1-yl)ethyl)-5-chloro-6-fluoro-1H-indazol-4-yl)imidazo[1,2-a]pyrazin-2-yl)-2-fluorocyclopropane-1-carboxamide N1(N=NN=C1)[C@H](C)C=1C(=C(C(=C2C=NNC12)C=1N=CC=2N(C1)C=C(N2)NC(=O)C2C(C2)F)Cl)F